OC1=C(C=CC(=C1)C(F)(F)F)C1=C2C(=C(N=N1)N1CC3(CC3)[C@H](C1)O)N=CC=C2 (R)-5-(5-(2-hydroxy-4-(trifluoromethyl)phenyl)pyrido[2,3-d]pyridazin-8-yl)-5-azaspiro[2.4]heptan-7-ol